OCCCOCC(COCCCCCCCCO[Si](C(C)(C)C)(C)C)(COCCCO)COCCCO 15,15-bis((3-hydroxypropoxy)methyl)-2,2,3,3-tetramethyl-4,13,17-trioxa-3-silaeicosan-20-ol